FC=1C=C2C(C(=CN(C2=CC1N1[C@H](CCC1)COC1=NC=CC=C1)C=1C=C(C=CC1)C)C(=O)O)=O (R)-6-fluoro-4-oxo-7-(2-((pyridin-2-yloxy)methyl)pyrrolidin-1-yl)-1-(m-tolyl)-1,4-dihydro-quinoline-3-carboxylic acid